BrC=1C=CC2=C(OC[C@@H](C(N2C)=O)NC(C(=O)NCCC2=CC=CC=C2)=O)C1 (S)-N1-(8-bromo-5-methyl-4-oxo-2,3,4,5-tetrahydrobenzo[b][1,4]oxazepin-3-yl)-N2-phenethyloxalamide